(methoxycarbonylmethyl)phenylboronic acid COC(=O)CC1=C(C=CC=C1)B(O)O